FC1=C(C2=C(C=CC=C2C=C1OCOC)C)O fluoro-3-(methoxymethoxy)-8-methylnaphthalen-1-ol